FC(OC1=CC=C2C(=CNC2=C1)C(=O)O)(F)F 6-trifluoromethoxy-3-indolecarboxylic acid